8-methoxy-2-[4-(1-methyl-4-pyridin-4-yl-1H-pyrazol-3-yl)-phenoxymethyl]-quinoline COC=1C=CC=C2C=CC(=NC12)COC1=CC=C(C=C1)C1=NN(C=C1C1=CC=NC=C1)C